The molecule is an ansamycin consisting of a 19-membered macrocyle incorporating a benzoquinone ring and a lactam functionality. It shows antimicrobial activity against many Gram-positive and some Gram-negative bacteria. It has a role as an antiviral agent, an antineoplastic agent, an antimicrobial agent, a cysteine protease inhibitor and a Hsp90 inhibitor. It is an ansamycin, a carbamate ester, an organic heterobicyclic compound and a member of 1,4-benzoquinones. C[C@H]1C[C@@H]([C@@H]([C@H](/C=C(/[C@@H]([C@H](/C=C\\C=C(\\C(=O)NC2=CC(=O)C(=C(C1)C2=O)OC)/C)OC)OC(=O)N)\\C)C)O)OC